S(=O)(=O)(O)C(CO)CO.[K] potassium 2-sulfo-1,3-propylene glycol